N1=CC=C(C=C1)C=1N=C(C2=C(N1)C=NC=C2)NC2(CCC2)C(=O)O [2-(pyridin-4-yl)pyrido[3,4-d]Pyrimidin-4-yl]Amino-cyclobutane-1-carboxylic acid